5-(2-Chlorobenzyl)-3-cyclopropyl-4-oxo-4,5,6,7-tetrahydropyrazolo[1,5-a]pyrazine-2-carboxylic acid (5-isopropyl-[1,3,4]thiadiazol-2-yl) amide C(C)(C)C1=NN=C(S1)NC(=O)C1=NN2C(C(N(CC2)CC2=C(C=CC=C2)Cl)=O)=C1C1CC1